C1(CCCCC1)CN1C(C=NC2=CC=CC=C12)=O 1-(cyclohexylmethyl)quinoxalinone